2,2,2-trifluoro-N-(2,2,3,3-tetramethyl-4,7,10,13,16-pentaoxa-3-silaoctadecan-18-yl)acetamide FC(C(=O)NCCOCCOCCOCCOCCO[Si](C(C)(C)C)(C)C)(F)F